CN(C1=NC2=CC=C(N=C2C=C1)N1CC2=C(CC1)NN=C2)C2CCNCC2 N-methyl-N-(piperidin-4-yl)-6-(1,4,6,7-tetrahydro-5H-pyrazolo[4,3-c]pyridin-5-yl)-1,5-naphthyridin-2-amine